COC1=CC(=NC(=C1)OC)NCC1=CC(=C(C(=C1)O)N1CC(NS1(=O)=O)=O)F 5-(4-(((4,6-dimethoxypyridin-2-yl)amino)methyl)-2-fluoro-6-hydroxyphenyl)-1,2,5-thiadiazolidin-3-one 1,1-dioxide